5''-fluoro-6''-(methoxymethyl)-2''-{(2R)-3-[(4-methoxyphenyl)methoxy]-2-methylpropyl}dispiro[[1,3]dioxolane-2,1'-cyclohexane-4',1''-isoindol]-3''(2''H)-one FC=1C=C2C(N(C3(C2=CC1COC)CCC1(CC3)OCCO1)C[C@H](COCC1=CC=C(C=C1)OC)C)=O